C(C)C(CCCCC)OC(CCCCCCCCN(CCCCNC(=O)C=1C=C(C(=O)OC2=C(C(=C(C(=C2F)F)F)F)F)C=C(C1)C(NCCCCN(CCCCCCCCC(OC(CCCCC)CC)=O)CCCCCCCCC(OC(CCCCC)CC)=O)=O)CCCCCCCCC(OC(CCCCC)CC)=O)=O (2,3,4,5,6-pentafluorophenyl) 3,5-bis[4-[bis[9-(1-ethylhexoxy)-9-oxo-nonyl]amino]butylcarbamoyl]benzoate